(1R,6S)-3-(8-fluoro-7-(3-hydroxynaphthalen-1-yl)-2-(((S)-1-methylpyrrolidin-2-yl)methoxy)quinazolin-4-yl)-N-(tetrahydrofuran-3-yl)-3,9-diazabicyclo[4.2.1]nonane-9-carboxamide FC=1C(=CC=C2C(=NC(=NC12)OC[C@H]1N(CCC1)C)N1C[C@H]2CC[C@@H](CC1)N2C(=O)NC2COCC2)C2=CC(=CC1=CC=CC=C21)O